FC1=CC=C(C=C)C=C1 (Z)-4-fluoro-styrene